(3S,8aR)-3-(5-(7H-pyrrolo[2,3-d]pyrimidin-5-yl)-1H-imidazol-2-yl)-7-(3-chloro-2-fluoro-6-(1H-tetrazol-1-yl)phenyl)-2,3,8,8a-tetrahydroindolizin N1=CN=CC2=C1NC=C2C2=CN=C(N2)[C@@H]2CC[C@@H]1CC(=CCN21)C2=C(C(=CC=C2N2N=NN=C2)Cl)F